2-{2-Hydroxy-3-[(2-hydroxy-benzyl)-pyridin-2-ylmethyl-amino]-propyl}-isoindole-1,3-dione OC(CN1C(C2=CC=CC=C2C1=O)=O)CN(CC1=NC=CC=C1)CC1=C(C=CC=C1)O